1-(2-chloro-4-((5-(2-methoxyethoxy)-2,3-dihydro-[1,4]dioxino[2,3-f]quinazolin-10-yl)amino)phenyl)-3-phenylurea ClC1=C(C=CC(=C1)NC1=NC=NC2=CC(=C3C(=C12)OCCO3)OCCOC)NC(=O)NC3=CC=CC=C3